methyl 1-(2-(4-(1-(2,6-dichlorophenyl)azetidin-3-yl)-2-fluorophenyl)propan-2-yl)piperidine-4-carboxylate ClC1=C(C(=CC=C1)Cl)N1CC(C1)C1=CC(=C(C=C1)C(C)(C)N1CCC(CC1)C(=O)OC)F